O(CC(C)O)CC(C)O Oxydi-2-propanol